O=C1C2(C=3C(=CN=CC3)N1)CCN(CC2)C(=O)OC(C)C propan-2-yl 2'-oxo-1',2'-dihydrospiro[piperidine-4,3'-pyrrolo[2,3-c]pyridine]-1-carboxylate